C12CC(CC(C1)C2)OC2=C(C=C(C=C2C)NC(=O)C=2N=C(OC2CC(F)(F)F)N2CC(C2)(C)CO)F N-(4-(bicyclo[3.1.1]heptan-3-yloxy)-3-fluoro-5-methylphenyl)-2-(3-(hydroxymethyl)-3-methylazetidin-1-yl)-5-(2,2,2-trifluoroethyl)oxazole-4-carboxamide